5-[(2R)-2-({[3-(2,2-difluoroethoxy)propyl]amino}methyl)-4-fluoro-6-hydroxy-2,3-dihydro-1-benzofuran-5-yl]-1λ6,2,5-thiadiazolidine-1,3-dione FC(COCCCNC[C@@H]1OC2=C(C1)C(=C(C(=C2)O)N2CC(N[SH2]2=O)=O)F)F